4-(7-(3-ethoxy-4-fluorobenzyl)-2,7-diazaspiro[3.5]nonan-2-yl)benzoic acid C(C)OC=1C=C(CN2CCC3(CN(C3)C3=CC=C(C(=O)O)C=C3)CC2)C=CC1F